L-glutamic acid amide N[C@@H](CCC(=O)O)C(=O)N